(S)-N1-(2-methylbutyl)-N1-(pyridin-2-ylmethyl)oxalamide C[C@H](CN(C(C(=O)N)=O)CC1=NC=CC=C1)CC